P(=O)(OCCOCCOC)(OCCOCCOC)I bis(2-(2-methoxyethoxy)ethyl) monoiodophosphate